ICCCCCSC1=CC=NC2=CC(=CC=C12)C(F)(F)F 4-((5-iodopentyl)thio)-7-(trifluoromethyl)quinoline